3-fluoro-1-methyl-2,3-dihydro-[1,1'-biphenyl]-4(1H)-one FC1CC(C=CC1=O)(C1=CC=CC=C1)C